FC(C(C(F)(F)F)O)(F)F 1,1,1,3,3,3-Hexafluoro-propan-2-ol